C[Si]([C-]1C=C(C2=CC=CC=C12)C(C)CCC)(C1C=C(C2=CC=CC=C12)C)C.[Li+] lithium 1-(dimethyl-(3-methyl-1H-inden-1-yl)silyl)-3-(pentan-2-yl)-1H-indene-1-ide